2'-O-methyl-2-amino adenosine-5'-triphosphate P(O)(=O)(OP(=O)(O)OP(=O)(O)O)OC[C@@H]1[C@H]([C@H]([C@@H](O1)N1C=NC=2C(N)=NC(=NC12)N)OC)O